ClC1=CC=C(C=C1)C=1C=C(C(N(N1)C1=CC(=CC=C1)F)=O)C(=O)NC(CO)C1CCOCC1 6-(4-chlorophenyl)-2-(3-fluorophenyl)-N-[2-hydroxy-1-(tetrahydro-2H-pyran-4-yl)ethyl]-3-oxo-2,3-dihydropyridazine-4-carboxamide